1,1-bis(4-bromophenyl)homoallylamine BrC1=CC=C(C=C1)C(CC=C)(C1=CC=C(C=C1)Br)N